FC(C=1C=C(C(=O)N)C=CC1)(F)F 3-(triFluoromethyl)benzamide